1-[[2-(4-chlorophenyl)2-hydroxy-4,4-dimethylcyclohex-1-yl]methyl]-4-tert-butoxycarbonylpiperazine ClC1=CC=C(C=C1)C1(C(CCC(C1)(C)C)CN1CCN(CC1)C(=O)OC(C)(C)C)O